(1S,3S)-3-((6-(5-(((4-chloro-6-cyclopropyl-1,3,5-triazin-2-yl)amino)methyl)-1-methyl-1H-1,2,3-triazol-4-yl)-2-methylpyridin-3-yl)oxy)cyclohexane-1-carboxylic acid methyl ester COC(=O)[C@@H]1C[C@H](CCC1)OC=1C(=NC(=CC1)C=1N=NN(C1CNC1=NC(=NC(=N1)Cl)C1CC1)C)C